dioctadecyl-pentaerythritol bis-phosphite P(O)(O)O.P(O)(O)O.C(CCCCCCCCCCCCCCCCC)C(O)(C(CO)(CO)CO)CCCCCCCCCCCCCCCCCC